CNC1=C(C(N(C2=NC(=CC=C12)C(F)(F)F)C1=CC=CC=C1)=O)N 4-(methylamino)-3-amino-1-phenyl-7-(trifluoromethyl)-1,8-naphthyridin-2(1H)-one